3-((S)-3-((R)-8-(1H-pyrrolo[3,2-b]pyridin-6-ylsulfonyl)-1-oxa-8-azaspiro[4.5]dec-3-ylamino)-2-hydroxypropoxy)-N-ethylbenzenesulfonamide N1C=CC2=NC=C(C=C21)S(=O)(=O)N2CCC1(C[C@H](CO1)NC[C@@H](COC=1C=C(C=CC1)S(=O)(=O)NCC)O)CC2